FC1=C(C#N)C=CC(=C1F)OCC(=O)N1CCC2(CC1)CCC(CC2)N(C=2C1=C(N=CN2)NC=C1)C 2,3-difluoro-4-(2-(9-(methyl(7H-pyrrolo[2,3-d]pyrimidin-4-yl)amino)-3-azaspiro[5.5]undecan-3-yl)-2-oxoethoxy)benzonitrile